(R)-2,6-dibromo-4-(2-methoxypropoxy)pyridine BrC1=NC(=CC(=C1)OC[C@@H](C)OC)Br